trans-N1-(5-(quinolin-6-yl)pyrrolo[2,1-f][1,2,4]triazin-2-yl)cyclohexane-1,4-diamine N1=CC=CC2=CC(=CC=C12)C=1C=CN2N=C(N=CC21)N[C@@H]2CC[C@H](CC2)N